(3S,4R)-4-(5-fluoro-4-(8-fluoro-3-(1-hydroxy-2-methylpropyl)-2-isopropylimidazo[1,2-a]pyridin-6-yl)pyrimidin-2-ylamino)tetrahydro-2H-pyran-3-ol FC=1C(=NC(=NC1)N[C@H]1[C@@H](COCC1)O)C=1C=C(C=2N(C1)C(=C(N2)C(C)C)C(C(C)C)O)F